N-(2-aminopropyl)-2-aminomethyl-ethyldimethoxysilane NC(CNCCC[SiH](OC)OC)C